[F-].P(=O)([O-])([O-])[O-].C(CCC)N1CN(C=C1)C 1-butyl-3-methylimidazole phosphate fluoride salt